trans-5-(4-bromophenyl)-N-(4-(5-chlorobenzofuran-2-carboxamido)cyclohexyl)-1,3,4-oxadiazole-2-carboxamide BrC1=CC=C(C=C1)C1=NN=C(O1)C(=O)N[C@@H]1CC[C@H](CC1)NC(=O)C=1OC2=C(C1)C=C(C=C2)Cl